FC(C1=CC(=CC(=N1)C1(CC(=NO1)C1=CC(=C(C(=O)OC)C=C1)C)C(F)(F)F)C(F)(F)F)F Methyl 4-(5-(6-(difluoromethyl)-4-(trifluoromethyl) pyridin-2-yl)-5-(trifluoromethyl)-4,5-dihydroisoxazol-3-yl)-2-methylbenzoate